C(C1=CC=CC=C1)(=O)O.C(C1=CC=CC=C1)(=O)O.NCCCCCCN hexamethylenediamine dibenzoate salt